BrC1=CC=C(C=C1)CBr 1-bromo-4-(bromomethyl)-benzene